ClC=1C(=NC=CC1C=1C(=C(C=CC1)NC(C1=NC=C(C=C1)CN(C)CCO)=O)C)C1=CC(=C(C=C1)C=O)OC N-(3-(3-Chloro-2-(4-formyl-3-methoxyphenyl)pyridin-4-yl)-2-methylphenyl)-5-(((2-hydroxyethyl)(methyl)amino)methyl)picolinamide